6-((1-(N-(1,3-dihydroxy-2-methylpropan-2-yl)-N-methylsulfamoyl)cyclopropyl)methyl)-1-methyl-7-oxo-4,5,6,7-tetrahydro-1H-pyrazolo[3,4-c]pyridine-3-carboxamide OCC(CO)(C)N(S(=O)(=O)C1(CC1)CN1C(C2=C(CC1)C(=NN2C)C(=O)N)=O)C